4,4'-di-tert-butylbipyridine C(C)(C)(C)C1=CC(=NC=C1)C1=NC=CC(=C1)C(C)(C)C